C(C)(C)O[Si](O[Si](C)(C)OC(C)C)(C)C 1,3-diiso-propoxy-1,1,3,3-tetramethyldisiloxane